[2-amino-9-[(4-amino-2,6-difluoro-phenyl)methyl]purin-6-yl]pyridine-4-carbonitrile NC1=NC(=C2N=CN(C2=N1)CC1=C(C=C(C=C1F)N)F)C1=NC=CC(=C1)C#N